ClC1=C(C(=O)NCC(N2CCC(CC2)OC2=NC(=CC=C2)C)C2=C(N=CS2)C(F)F)C(=CC=C1)F 2-Chloro-N-{2-[4-(difluoromethyl)-1,3-thiazol-5-yl]-2-{4-[(6-methylpyridin-2-yl)-oxy]piperidin-1-yl}ethyl}-6-fluorobenzamid